OC1=C(C=C(C=C1)[N+](=O)[O-])C(=O)C1=CC=C(C=C1)CCCCC (2-hydroxy-5-nitrophenyl)(4-pentylphenyl)methanone